BrC1=NC=CC(=C1)NCC=1N=C2N(C=C(C=C2N2C(CN(CC2)C)=O)C2CC2)C1 1-(2-(((2-bromopyridin-4-yl)amino)methyl)-6-cyclopropylimidazo[1,2-a]pyridin-8-yl)-4-methylpiperazin-2-one